mandelate C(C(O)C1=CC=CC=C1)(=O)[O-]